F[P-](F)(F)(F)(F)F.N1(N=NC2=C1C=CC=C2)O[P+](N(C)C)(N(C)C)N(C)C (1,2,3-benzotriazol-1-yloxy)tris(dimethylamino)phosphonium hexafluorophosphate